FC(C1=CC(=C(C#N)C=C1)S(=O)(=O)C)(F)F 4-trifluoromethyl-2-methylsulfonyl-benzonitrile